2-(4-chlorophenyl)-4-(dibenzo[b,d]furan-4-yl)-6-phenyl-1,3,5-triazine ClC1=CC=C(C=C1)C1=NC(=NC(=N1)C1=CC=CC2=C1OC1=C2C=CC=C1)C1=CC=CC=C1